5-(3-(2'-fluoro-[1,1'-biphenyl]-4-yl)propyl)-3-(pyridin-4-yl)-1,2,4-oxadiazole FC1=C(C=CC=C1)C1=CC=C(C=C1)CCCC1=NC(=NO1)C1=CC=NC=C1